NC=1C=C(CCNC(=O)C=2N=C(SC2)C#C)C=CC1 N-(3-aminophenethyl)-2-acetylenyl-thiazole-4-carboxamide